(3R)-N1-[4-(3-Cyanophenyl)-5-(2,6-dimethyl-4-pyridyl)thiazol-2-yl]pyrrolidine-1,3-dicarboxamide C(#N)C=1C=C(C=CC1)C=1N=C(SC1C1=CC(=NC(=C1)C)C)NC(=O)N1C[C@@H](CC1)C(=O)N